(N,N-dimethyl-sulfamoyl)amphetamine CN(S(=O)(=O)NC(C)CC1=CC=CC=C1)C